CN1CCN(CC1)C1=CC=C(C=C1)C(CSC1=NN=NN1C1=CC=C(C(=O)O)C=C1)=O 4-(5-((2-(4-(4-Methylpiperazin-1-yl)phenyl)-2-oxoethyl)thio)-1H-tetrazol-1-yl)benzoic acid